ClC=1C(=C(C(=CC1Cl)Cl)OC(C(=O)OC1=C(C(=C(C=C1Cl)Cl)Cl)C(=O)OCC1C2=CC=CC=C2C=2C=CC=CC12)=O)C(=O)OCC1C2=CC=CC=C2C=2C=CC=CC12 bis{3,4,6-trichloro-2-[(9-fluorenylmethoxy)carbonyl] phenyl}oxalate